C(C)(C)OC(CCCCCCCNC(=O)OC(C)(C)C)=O.CC1=C(N)C=CC=C1C(F)(F)F 2-Methyl-3-trifluoromethyl-aniline isopropyl-N-t-butoxycarbonyl-8-aminocaprylate